CNC1=C(C=CC=C1)C1=C(C=CC=C1)[Pd+] (2'-methylamino-1,1-biphenyl-2-yl)palladium(II)